ClC1=NN(C2=NC=C(C=C21)OC2=CC=C(N)C=C2)CC2=CC=C(C=C2)OC 4-[3-chloro-1-[(4-methoxyphenyl)methyl]pyrazolo[3,4-b]pyridin-5-yl]oxyaniline